3-{4-[(2-fluorophenyl)sulfamoyl]phenyl}-1-(pyridin-3-ylmethyl)urea FC1=C(C=CC=C1)NS(=O)(=O)C1=CC=C(C=C1)NC(NCC=1C=NC=CC1)=O